The molecule is the parent member of the class of 3'-methoxyflavones that is flavone which carries a methoxy group at the 3'-position. It has a role as a plant metabolite. COC1=CC=CC(=C1)C2=CC(=O)C3=CC=CC=C3O2